N-(5-methyl-1H-pyrazol-3-yl)-7-morpholino-2-(4-pyridyl)pyrazolo[1,5-a]pyrimidin-5-amine CC1=CC(=NN1)NC1=NC=2N(C(=C1)N1CCOCC1)N=C(C2)C2=CC=NC=C2